6-(3,4-epoxycyclohexyl)hexylmethyldimethoxysilane tert-butyl-3-((5-benzylpyrimidin-2-yl)amino)azetidine-1-carboxylate C(C)(C)(C)OC(=O)N1CC(C1)NC1=NC=C(C=N1)CC1=CC=CC=C1.C1(CC2C(CC1)O2)CCCCCC[Si](OC)(OC)C